N-benzyl-4-fluoro-1-(hydroxymethyl)indene-1-carboxamide C(C1=CC=CC=C1)NC(=O)C1(C=CC2=C(C=CC=C12)F)CO